C(C)OC(=O)CCC[C@@H](C)[C@H]1CC[C@H]2[C@@H]3C=CC4=CC(C=C[C@]4(C)[C@H]3CC[C@]12C)=O 3-oxo-cholane-1,4,6-triene-24-carboxylic acid ethyl ester